IC1=CC(=CC=C1)CCI 1-Iodo-3-(2-iodoethyl)benzene